C1(=C(OOC1C=O)[2H])[2H] Dioxacyclopentene-d2-5-carbaldehyde